CC1=C(C[C@H](N)C(=O)O)C=CC=C1 2-methylphenylalanine